Cl.N[C@@H](C(=O)O)CC1=CNC2=CC=CC=C12 (R)-2-amino-3-(1H-indol-3-yl)propionic acid hydrochloride